[N+](#[C-])C1=C(C=CC=C1)CC1=CC=C(C=C1)F 1-isocyano-2-(p-fluorophenyl)methylbenzene